tert-butyl (4-cyclopentyl-2-methyl-4-oxobutyl)carbamate C1(CCCC1)C(CC(CNC(OC(C)(C)C)=O)C)=O